C(C)(C)(C)CC(C)(C)OC(=O)N(C(O)=O)C1=NC=C(C=C1C)N.[N+](=O)([O-])C1=CC(=CC=2C=COC21)C(C)=O 1-(7-nitrobenzofuran-5-yl)ethanone tert-butyl-(5-amino-3-methylpyridin-2-yl)(tert-butoxycarbonyl)carbamate